COCCN1C(=CC2=CC(=CC=C12)C1=CC=NC=C1)C1=CC=NC=C1 1-(2-methoxyethyl)-2,5-bis(pyridin-4-yl)-1H-indole